(R)-N-(2-chloro-5-fluoro-4-(N-(1-(piperidin-4-yl)eth-yl)sulfamoyl)phenyl)-2-methylbenzamide hydrochloride Cl.ClC1=C(C=C(C(=C1)S(N[C@H](C)C1CCNCC1)(=O)=O)F)NC(C1=C(C=CC=C1)C)=O